Dibenzyl 5-((diethoxyphosphoryl)difluoromethyl)-1H-indole-1,2-dicarboxylate C(C)OP(=O)(OCC)C(C=1C=C2C=C(N(C2=CC1)C(=O)OCC1=CC=CC=C1)C(=O)OCC1=CC=CC=C1)(F)F